C(C#C)(=O)OCC(C)(C)OC(C)C1=CCC(C1)(C)C 2-[1-(4,4-dimethyl-1-cyclopenten-1-yl) ethoxy]-2-methylpropyl propiolate